BrC1=C(SC=2N=CN=C(C21)I)C2=CC=C(C=C2)F 5-bromo-6-(4-fluorophenyl)-4-iodo-thieno[2,3-d]pyrimidine